O=C1NC2(CC(C2)C(=O)O)CC1 (2s,4r)-6-oxo-5-azaspiro[3.4]octane-2-carboxylic acid